C[Si](CCC[NH-])(C)C [3-(trimethylsilyl)propyl]amide